3,3',4,4'-tetra(tert-butyl-peroxycarbonyl)benzophenone C(C)(C)(C)OOC(=O)C=1C=C(C(=O)C2=CC(=C(C=C2)C(=O)OOC(C)(C)C)C(=O)OOC(C)(C)C)C=CC1C(=O)OOC(C)(C)C